C(CCCCCCC)[Zn]CCCCCCCC Dioctylzinc